bromo-6-{[(tert-butoxy)carbonyl](methyl)amino}pyridine-2-carboxylic acid ethyl ester C(C)OC(=O)C1=NC(=CC=C1Br)N(C)C(=O)OC(C)(C)C